C(=O)(OC)C(O)C(O)C(=O)OC dimethyl 1-tartrate